(S)-4-[2-(benzo[d][1,3]dioxole-5-carboxamido)-2-(4-ethylthiazol-2-yl)ethyl]-phenylsulfamic acid O1COC2=C1C=CC(=C2)C(=O)N[C@@H](CC2=CC=C(C=C2)NS(O)(=O)=O)C=2SC=C(N2)CC